C(C)(C)(C)C1=CC(=C(C=C1)B(O)O)C 4-TERT-BUTYL-2-METHYLPHENYLBORONIC ACID